CC1=NC(=CC=C1N1CCN(CC1)CC=1C(=C2NC(C=3N(C2=CC1)N=CC3)=O)F)C(NC3CC3)=O 7-((4-(2-methyl-6-(cyclopropylcarbamoyl)pyridin-3-yl)piperazin-1-yl)methyl)-6-fluoropyrazolo[1,5-a]quinoxalin-4(5H)-one